FC(C1=CC(=NN1)C(C)=O)(F)F 1-(5-(trifluoromethyl)-1H-pyrazol-3-yl)ethan-1-one